F[B-](F)(F)F.COC1=NC(=NC(=N1)OC)[N+]1(CCOCC1)C 4-(4,6-dimethoxy-1,3,5-triazin-2-yl)-4-methyl-morpholin-4-ium tetrafluoroborate